α,7β-hydroxy-12-keto-5β-cholanic acid O[C@@H]1[C@H]2[C@@H]3CC[C@H]([C@@H](CCC(=O)O)C)[C@]3(C(C[C@@H]2[C@]2(CCCC[C@H]2C1)C)=O)C